C(#N)C1=CC=C(N=N1)[C@@H](C)NC(CN1C(NC2=CC=C(C(=C2C1=O)F)F)=O)=O (R)-N-(1-(6-cyanopyridazin-3-yl)ethyl)-2-(5,6-difluoro-2,4-dioxo-1,4-dihydroquinazolin-3(2H)-yl)acetamide